[3H]adenine N1=CNC2=NC=NC2=C1N